(S)-4-((1-(2,5-difluorophenyl)ethyl)amino)-2,6-difluoro-N-(isoxazol-3-yl)benzenesulfonamide indium [In].FC1=C(C=C(C=C1)F)[C@H](C)NC1=CC(=C(C(=C1)F)S(=O)(=O)NC1=NOC=C1)F